diethyl 3,3',4,4'-biphenyltetraacetate C1(=CC(=C(C=C1)CC(=O)[O-])CC(=O)OCC)C1=CC(=C(C=C1)CC(=O)OCC)CC(=O)[O-]